FC=1C=C(C=CC1NC1=NC=C(C(=N1)C=1C=NN(C1)[C@H](C)C(C)(C)O)C(F)(F)F)S(=O)(=O)N (R)-3-fluoro-4-((4-(1-(3-hydroxy-3-methylbutan-2-yl)-1H-pyrazol-4-yl)-5-(trifluoromethyl)pyrimidin-2-yl)amino)benzenesulfonamide